C(C)(C)(C)C1=C(OPC2=CC=C(C=C2)C2=CC=C(C=C2)POC2=C(C=C(C(=C2)C)C(C)(C)C)C(C)(C)C)C=C(C(=C1)C(C)(C)C)C bis(2,4-di-tertiary butyl-5-methylphenoxy-phosphino)biphenyl